CN(CCN(C1=C(C=C(C(=C1)OC)NC=1N=CC2=C(N1)C(=CC(=N2)OC2=CC=C(C=C2)F)C2=CC=CC=C2)[N+](=O)[O-])C)C N1-(2-(dimethylamino)ethyl)-N4-(6-(4-fluorophenoxy)-8-phenylpyrido[3,2-d]pyrimidin-2-yl)-5-methoxy-N1-methyl-2-nitrobenzene-1,4-diamine